COC1=C(CN2C(C3=C(C4=C(C(=C3CC2)F)CC(O4)(C)C4CCC(CC4)N(C)C)C)=O)C=CC(=C1)OC 7-(2,4-dimethoxybenzyl)-2-(4-(dimethylamino)cyclohexyl)-4-fluoro-2,9-dimethyl-2,3,6,7-tetrahydrofuro[3,2-g]isoquinolin-8(5H)-one